CC1=CC=C(S1)C(=O)N1CC(C1)CC#CC(=O)N (1-(5-methylthiophene-2-carbonyl)azetidin-3-yl)but-2-ynamide